C(C\C=C\CCCCCC)OCC1=CC=CC=C1 (E)-((dec-3-enyloxy)methyl)benzene